methyl (2R)-5-(4-butoxyphenyl)-2-[(trifluoromethanesulfonyl)oxy]pentanoate C(CCC)OC1=CC=C(C=C1)CCC[C@H](C(=O)OC)OS(=O)(=O)C(F)(F)F